C(CCCCCCC\C=C/C\C=C/CCCCC)(=O)OCCCOC(CCC(OC(OCCCN(C)C)=O)CCCCCC)=O 9-hexyl-2-methyl-7,12-dioxo-6,8,13-trioxa-2-azahexadecan-16-yl (9Z,12Z)-octadeca-9,12-dienoate